NC1=C(C(=NN1)C(=O)OCC)C(C)C Ethyl 5-amino-4-isopropyl-1H-pyrazole-3-carboxylate